FC1=CC=C2C(C3C(NC2=C1)C=1CCC2=C(C1SC3)C=CC=C2)(C)C 10-fluoro-7,7-dimethyl-6a,7,12,12a,13,14-hexahydro-6H-benzo[7,8]thiochromeno[4,3-b]quinoline